C(CCCCCCCCCCCC)[C@]([C@@]1(C(=C(C(=O)O1)O)O)CC(O)CO)(O)CO.N1C=C(C2=CC=CC=C12)CCCC(=O)O 3-indolebutyric acid tridecylglyceryl-ascorbate